(2S,6R)-4-((1-(2-bromothiazol-4-yl)cyclopropyl)methyl)-2,6-dimethylmorpholine BrC=1SC=C(N1)C1(CC1)CN1C[C@@H](O[C@@H](C1)C)C